(E,Z)-1-(1-((1-((1-methoxypropan-2-yl)oxy)propan-2-yl)oxy)prop-1-en-2-yl)-4-(3-((1-((1-methoxypropan-2-yl)oxy)propan-2-yl)oxy)prop-1-en-2-yl)benzene COCC(C)OCC(C)O\C=C(/C)\C1=CC=C(C=C1)C(=C)COC(COC(COC)C)C